C(C)(C)[Bi](C(C)C)C(C)C tri-isopropylbismuth